N'-(4-chloro-1-(4-fluorobenzyl)-1-oxido-3-oxo-3H-1λ4-benzo[d]isothiazol-5-yl)-N-ethyl-N-methylformimidamide ClC1=C(C=CC2=C1C(NS2([O-])CC2=CC=C(C=C2)F)=O)N=CN(C)CC